C1(=CC=CC=C1)N1C2=CC=C(C=C2C=2C=C(C=CC12)B(O)O)B(O)O N-phenyl-3,6-carbazolediboronic acid